CN(C1=CC=C(C=C1)C1=CC=C(C=C1)N(C)C)C N,N,N',N'-tetramethyl-4,4'-diaminobiphenyl